CC1=NC=CC(=N1)C(=O)N1CC2=C(C=C(C=C2CC1)C=1C=C2C(=NC1)NC=C2C)[C@H]2N(CCC2)C(=O)OC(C)(C)C tert-butyl (S)-2-[2-(2-methylpyrimidine-4-carbonyl)-6-(3-methyl-1H-pyrrolo[2,3-b]pyridine-5-yl)-1,2,3,4-tetrahydroisoquinolin-8-yl]pyrrolidine-1-carboxylate